7-Fluoro-1-(2-{6-[4-(3H-imidazol-4-yl)-phenyl]-pyrimidin-4-ylamino}-ethyl)-4-methoxy-1H-indol-2-carbonitril FC=1C=CC(=C2C=C(N(C12)CCNC1=NC=NC(=C1)C1=CC=C(C=C1)C=1NC=NC1)C#N)OC